C1(=CC=CC=C1)N(C(=O)C=1SC=CC1)CCN1CCN(CC1)CC=1SC=CC1 N-phenyl-N-(2-(4-(thiophen-2-ylmethyl)piperazin-1-yl)ethyl)thiophen-2-carboxamide